(6-((5-chloro-4-(1-isopropyl-1H-pyrazol-4-yl)pyrimidin-2-yl)amino)pyridin-3-yl)(morpholino)methanone ClC=1C(=NC(=NC1)NC1=CC=C(C=N1)C(=O)N1CCOCC1)C=1C=NN(C1)C(C)C